Cl.CN(CCCS)C 3-dimethylamino-propane-1-thiol HCl salt